(4R)-4-hydroxypentanoate O[C@@H](CCC(=O)[O-])C